3-(4-(4-bromo-2,3-difluorophenyl)-3-(trifluoromethyl)-1H-pyrazol-1-yl)-2-methylpropan-1-ol BrC1=C(C(=C(C=C1)C=1C(=NN(C1)CC(CO)C)C(F)(F)F)F)F